CN(C)CC=1C=C(C=CC1)NC(=O)C1C(=NN(C1=O)C1=CC=CC=C1)C N-(3-((dimethylamino)methyl)phenyl)-3-methyl-5-oxo-1-phenyl-4,5-dihydro-1H-pyrazole-4-carboxamide